C(CC(O)(C(=O)O)CC(=O)O)(=O)O.COC1=CC=C(C=C1)NN 4-methoxyphenylhydrazine citrate